dihydro-5-(2-methoxyethyl)-2-(phenylethynyl)-thiazolo[5,4-c]pyridin-4(5H)-one COCCN1C(C2=C(C=C1)NC(S2)C#CC2=CC=CC=C2)=O